COC=1C=C(CCN)C=C(C1SCCC)OC 3,5-dimethoxy-4-propylthiophenethylamine